IC1=CC=C(C=C1)CCCCCCCCCCCCCCCCCCOP(=O)([O-])OCC[N+](C)(C)C 18-(p-iodo-phenyl)octadecylphosphocholine